4-hydroxy-1,5-naphthyridine-3-carbonitrile OC1=C(C=NC2=CC=CN=C12)C#N